BrC1=C(C(=C(C=C1)NC(C)=O)O)Cl N-(4-bromo-3-chloro-2-hydroxyphenyl)acetamide